3-((4,4-bis(2-(octyloxy)ethoxy)butanoyl)oxy)-2-((((3-(diethylamino)propoxy)carbonyl)oxy)methyl)propyl (9Z,12Z)-octadeca-9,12-dienoate C(CCCCCCC\C=C/C\C=C/CCCCC)(=O)OCC(COC(CCC(OCCOCCCCCCCC)OCCOCCCCCCCC)=O)COC(=O)OCCCN(CC)CC